5'-bromo-1'-methyl-2,2-diphenylspiro[cyclopropane-1,3'-indole] BrC=1C=C2C3(CN(C2=CC1)C)C(C3)(C3=CC=CC=C3)C3=CC=CC=C3